N4-((5-(benzylthio)-3-fluoropyridin-2-yl)methyl)-6-methyl-5-phenylpyridine-3,4-diamine C(C1=CC=CC=C1)SC=1C=C(C(=NC1)CNC1=C(C=NC(=C1C1=CC=CC=C1)C)N)F